benzyl ((3S,4R)-3-(cyanomethyl)-1-(7-(8-methylnaphthalen-1-yl)-2-(((S)-1-methylpyrrolidin-2-yl)methoxy)-5,6,7,8-tetrahydropyrido[3,4-d]pyrimidin-4-yl)piperidin-4-yl)carbamate C(#N)C[C@H]1CN(CC[C@H]1NC(OCC1=CC=CC=C1)=O)C=1C2=C(N=C(N1)OC[C@H]1N(CCC1)C)CN(CC2)C2=CC=CC1=CC=CC(=C21)C